FC(OC1CC[SH+]CC1)(F)F 4-trifluoromethoxythianium